C1(CCCCC1)C=CC=1C=C(C(=C(C1)O)CCC(=C)C)OC 5-(2-Cyclohexylethenyl)-3-methoxy-2-(3-methylbut-3-enyl)phenol